C(C)(C)(C)OC(=O)N1[C@H](CN(C[C@H]1C)C=1C2=C(N=C(N1)Cl)C(=C(N=C2)Cl)F)C (2S,6R)-4-(2,7-dichloro-8-fluoropyrido[4,3-d]pyrimidin-4-yl)-2,6-dimethylpiperazine-1-carboxylic acid tert-butyl ester